benzyl 3-(4-chloro-7-(1,3-difluoroprop-2-yl)-6-methyl-7H-pyrrolo[2,3-d]pyrimidin-5-yl)-5-cyclopropylisoxazole-4-carboxylate ClC=1C2=C(N=CN1)N(C(=C2C2=NOC(=C2C(=O)OCC2=CC=CC=C2)C2CC2)C)C(CF)CF